Cl.FC=1C(=C(C=C(C1)C=1C=NN(C1)C)O)C=1N=NC(=CC1)N(C1CC(NC(C1)(C)C)(C)C)C 3-fluoro-2-(6-(methyl-(2,2,6,6-tetramethylpiperidin-4-yl)amino)pyridazin-3-yl)-5-(1-methyl-1H-pyrazol-4-yl)phenol hydrochloride salt